[N+](=O)([O-])C=1C=C(O[C@@H](C(=O)OCC)C)C=CC1 ethyl (R)-2-(3-nitrophenoxy)propanoate